F[C@@H]1C[C@H](N(C1)C(CC1=CN=NN1)=O)C(=O)N[C@H](C1=CC=CC=C1)C1=NC(=C(C=C1)C(C)C)F |o1:17| (2S,4R)-4-fluoro-N-[(R*)-[6-fluoro-5-(propan-2-yl)pyridin-2-yl](phenyl)methyl]-1-[2-(1H-1,2,3-triazol-5-yl)acetyl]pyrrolidine-2-carboxamide